methyl 2-(4-(2-(4-cyano-2-fluorophenyl)-2-methylbenzo[d][1,3]dioxol-4-yl)-2,3,6-trifluorobenzyl)-1-(((S)-oxetan-2-yl)methyl)-1H-benzo[d]imidazole-6-carboxylate C(#N)C1=CC(=C(C=C1)C1(OC2=C(O1)C=CC=C2C2=C(C(=C(CC1=NC3=C(N1C[C@H]1OCC1)C=C(C=C3)C(=O)OC)C(=C2)F)F)F)C)F